2-Methoxy-6-(trifluoromethyl)benzenesulfonamide COC1=C(C(=CC=C1)C(F)(F)F)S(=O)(=O)N